2-(2-(2-[(tert-Butyldimethylsilyl)oxy]ethoxyethoxy)-4-nitrophenyl)-4-methylpiperazine [Si](C)(C)(C(C)(C)C)OCCOCCOC1=C(C=CC(=C1)[N+](=O)[O-])C1NCCN(C1)C